N4-(3-(benzo[d][1,3]dioxol-5-yl)-1H-pyrazol-5-yl)-2-fluoro-N1-(1-methylpiperidin-4-yl)benzene-1,4-diamine O1COC2=C1C=CC(=C2)C2=NNC(=C2)NC2=CC(=C(C=C2)NC2CCN(CC2)C)F